(1R,1'R,4R,4'R)-4-(3,4-difluorophenyl)-4'-vinyl-1,1'-bi(cyclohexane) FC=1C=C(C=CC1F)C1CCC(CC1)C1CCC(CC1)C=C